C(C)N1C=2N(CC1)C(=C(N2)C2=NC(=CC=C2)C)C2=CC=1C=NC=CC1S2 2-(1-Ethyl-5-{thieno[3,2-c]pyridin-2-yl}-1H,2H,3H-imidazo[1,2-a][1,3]diazol-6-yl)-6-methylpyridine